(R)-2-methyl-N-((R)-1-(9-methyl-5-(piperidin-1-yl)-2-(thiazol-4-yl)-[1,2,4]triazolo[1,5-c]quinazolin-7-yl)ethyl)propane-2-sulfinamide CC(C)(C)[S@@](=O)N[C@H](C)C1=CC(=CC=2C=3N(C(=NC12)N1CCCCC1)N=C(N3)C=3N=CSC3)C